Diethyl-2-methylen-butandioat C(C)OC(C(CC(=O)OCC)=C)=O